ClC=1C=NC(=C(C(=O)NC2CCC(CC2)CN2C(N(C3=C2C=CC=C3)C=3C=NC=C(C3)N(C)C)=O)C1)C 5-chloro-N-((1r,4r)-4-((3-(5-(dimethylamino)pyridin-3-yl)-2-oxo-2,3-dihydro-1H-benzo[d]imidazol-1-yl)methyl)cyclohexyl)-2-methylnicotinamide